NC=1C(=C(C=CC1)C1=NC=CC(=C1C#N)C=1OC2=C(N1)C=C(C=C2C#N)CO)C 2-(2-(3-amino-2-methylphenyl)-3-cyanopyridin-4-yl)-5-(hydroxymethyl)benzo[d]oxazole-7-carbonitrile